BrC1=C(C=CC(=C1)C)C(C)(C)O 2-(2-bromo-4-methyl-phenyl)propan-2-ol